N(=C=O)C=1C=NC=CC1 3-isocyanatopyridine